3-(2,5-difluorophenyl)-6-trifluoromethyl-1H-pyrimidine-2,4-dione FC1=C(C=C(C=C1)F)N1C(NC(=CC1=O)C(F)(F)F)=O